NC1=CCC(C=2CCCC(C12)=O)NC(CNC([C@H](CC1=CC=CC=C1)NC(CNC(CNC(OC(C)(C)C)=O)=O)=O)=O)=O tert-butyl (S)-(2-((2-((1-((2-((4-amino-5-oxo-5,6,1,8-tetrahydronaphthalen-1-yl)amino)-2-oxoethyl)amino)-1-oxo-3-phenylpropan-2-yl)amino)-2-oxoethyl)amino)-2-oxoethyl)carbamate